NC(C(=O)NCC=1C=C(OCCC2CN(CCC2)C(CCC(=O)O)=O)C=C(C1C)C)C=1C=NN(C1)C 4-(3-(2-(3-((2-amino-2-(1-methyl-1H-pyrazol-4-yl)acetamido)methyl)-4,5-dimethylphenoxy)ethyl)piperidin-1-yl)-4-oxobutanoic acid